N-(4-(5-(2-(4,4-difluoropiperidin-1-yl)pyrimidin-4-yl)-1,3,4-oxadiazol-2-yl)-3-(6-azaspiro[2.5]oct-6-yl)phenyl)-2-hydroxyethane-1-sulfonamide FC1(CCN(CC1)C1=NC=CC(=N1)C1=NN=C(O1)C1=C(C=C(C=C1)NS(=O)(=O)CCO)N1CCC2(CC2)CC1)F